N-((1S)-(4,4-difluorocyclohexyl)(6-(((5R)-2-oxo-5-(trifluoromethyl)pyrrolidin-3-yl)methyl)imidazo[1,2-b]pyridazin-2-yl)methyl)-1-ethyl-1H-pyrazole-5-carboxamide FC1(CCC(CC1)[C@H](NC(=O)C1=CC=NN1CC)C=1N=C2N(N=C(C=C2)CC2C(N[C@H](C2)C(F)(F)F)=O)C1)F